N12C[C@H](C(CC1)CC2)NC(=O)C2=C(C=CC(=N2)C=2C(=NC=CC2)OCC)N2[C@@H](CN(CC2)C(=O)O[C@@H](C(F)(F)F)C(C)(C)C)CC (2R)-1,1,1-trifluoro-3,3-dimethylbutan-2-yl (3R)-4-(6-{[(3S)-1-azabicyclo[2.2.2]octan-3-yl]carbamoyl}-2'-ethoxy-[2,3'-bipyridin]-5-yl)-3-ethylpiperazine-1-carboxylate